The molecule is a very long-chain omega-6 fatty acid that is dotriacontapentaenoic acid having five double bonds located at positions 14, 17, 20, 23 and 26 (the 14Z,17Z,20Z,23Z,26Z-isomer). It is a dotriacontapentaenoic acid and an omega-6 fatty acid. It is a conjugate acid of a (14Z,17Z,20Z,23Z,26Z)-dotriacontapentaenoate. CCCCC/C=C\\C/C=C\\C/C=C\\C/C=C\\C/C=C\\CCCCCCCCCCCCC(=O)O